Cl.C(C)C=1C=C(C=CC1OCCC1CCNCC1)N1C2(CCC2)C(N(C1=S)C=1C=C(C(=NC1)C#N)C(F)(F)F)=O 5-(5-(3-ethyl-4-(2-(piperidin-4-yl)ethoxy)phenyl)-8-oxo-6-thioxo-5,7-diazaspiro[3.4]oct-7-yl)-3-(trifluoromethyl)pyridinecarbonitrile hydrochloride